(R)-N-(6-cyanoisoquinolin-1-yl)-2-fluoro-4-(1-methyl-1H-1,2,3-triazol-4-yl)-N-(piperidin-3-yl)benzamide C(#N)C=1C=C2C=CN=C(C2=CC1)N(C(C1=C(C=C(C=C1)C=1N=NN(C1)C)F)=O)[C@H]1CNCCC1